CN1N=C(C2=C1N=CN(C2=O)CC2=NC(=NO2)[C@@H]2CO[C@H](C2)C2=CC=C(C=C2)Cl)C |r| 1,3-dimethyl-5-[[3-[rac-(3R,5R)-5-(4-chlorophenyl)tetrahydro-furan-3-yl]-1,2,4-oxadiazol-5-yl]methyl]pyrazolo[3,4-d]pyrimidin-4-one